4-(5,5-Difluoro-tetrahydro-2H-pyran-2-yl)-5-methylpyrimidine-2-carboxylic acid methyl ester COC(=O)C1=NC=C(C(=N1)C1OCC(CC1)(F)F)C